3-((2-fluoro-5-((6'-fluoro-1'-methyl-4'-oxo-3',4'-dihydro-1'H-spiro[piperidine-4,2'-quinoline]-1-carboxamido)methyl)phenyl)amino)-2,2-dimethylpropanoic acid FC1=C(C=C(C=C1)CNC(=O)N1CCC2(N(C3=CC=C(C=C3C(C2)=O)F)C)CC1)NCC(C(=O)O)(C)C